2-(4-(benzyloxy)-5-methyl-1H-indol-3-yl)-N-isopropyl-N-methyl-2-oxoacetamide C(C1=CC=CC=C1)OC1=C2C(=CNC2=CC=C1C)C(C(=O)N(C)C(C)C)=O